C1(CC1)OC1CCC(CC1)NC1=NC=C(C(=N1)NC(C)(C)CC)C(=O)N 2-((1r,4r)-4-cyclopropoxycyclohexylamino)-4-(tert-pentylamino)-pyrimidine-5-carboxamide